(+-)-trans-2-((3-(4-chlorobenzyl)-4-ethylsulfanyl-2,6-dioxo-3,6-dihydro-1,3,5-triazin-1(2H)-yl)methyl)cyclopropane-1-carboxylic acid methyl ester COC(=O)[C@H]1[C@@H](C1)CN1C(N(C(=NC1=O)SCC)CC1=CC=C(C=C1)Cl)=O |r|